N1(CCCCC1)C(=O)C=1C=NN2C1C=CC=C2NCCC2=CC=NC=C2 Piperidin-1-yl(7-((2-(pyridin-4-yl)ethyl)amino)pyrazolo[1,5-a]pyridin-3-yl)methanone